(1-(1H-indol-3-yl)hexan-2-yl)-7-(4-(dimethylamino)cyclohexyl)-5,6,7,8-tetrahydroimidazo[1,2-a]pyrazine-2-carboxamide N1C=C(C2=CC=CC=C12)CC(CCCC)C1=C(N=C2N1CCN(C2)C2CCC(CC2)N(C)C)C(=O)N